tris(methyl)phosphine methyl-(2S,4S)-1-[(2S)-2-(tert-butoxycarbonylamino)-3,3-dimethyl-butanoyl]-4-propyl-pyrrolidine-2-carboxylate COC(=O)[C@H]1N(C[C@H](C1)CCC)C([C@H](C(C)(C)C)NC(=O)OC(C)(C)C)=O.CP(C)C